C(C)(C)(C)OC(=O)NC=1SC2=C(C1C#N)C(=CC=C2F)C2=C1C(=C3C(=CC(=NC3=C2Cl)SC)OS(=O)(=O)C(F)(F)F)COC1 Trifluoromethanesulfonic acid [4-[2-(tert-butoxycarbonylamino)-3-cyano-7-fluoro-benzothien-4-yl]-5-chloro-7-methylsulfanyl-1,3-dihydrofuro[3,4-f]quinolin-9-yl] ester